diisopropylaluminum deuteride C(C)(C)[Al](C(C)C)[2H]